(3R)-3-{[2-(2-methylphenyl)[1,2,4]triazolo[1,5-c]quinazolin-5-yl]amino}azepin-2-one CC1=C(C=CC=C1)C1=NN2C(=NC=3C=CC=CC3C2=N1)NC=1C(N=CC=CC1)=O